6-decyltetradecylpentadecanol C(CCCCCCCCC)C(CCCCCC(CCCCCCCCCCCCCC)O)CCCCCCCC